N1N=CC(=C1)C1=CC=C(C=C1)N1CC2(CC1)NC1=CC(=CC(=C1C2)F)OC 1'-(4-(1H-pyrazol-4-yl)phenyl)-4-fluoro-6-methoxyspiro[indoline-2,3'-pyrrolidine]